CN(CCCC(=O)OC(CCCCCC=CC(=O)OC(CCCCCCCCCCCC)CCCCCCCCCCCC)CCCCCCCCC)C Pentacosan-13-Yl 9-((4-(Dimethylamino)Butanoyl)Oxy)Octadecenoate